O[C@@H]1[C@@H](COC1)N(CCCCCCCC(=O)N(CCCCCCCCCC)CCCCCCCCCC)CCCCCCCC(=O)N(CCCCCCCCCC)CCCCCCCCCC 8,8'-(((3R,4R)-4-hydroxytetrahydro-furan-3-yl)azane-diyl)bis(N,N-didec-yloctanamide)